(3R)-1-methyl-spiro[3H-indole-2,4'-piperidine]-3-amine hydrochloride Cl.CN1C2=CC=CC=C2[C@H](C12CCNCC2)N